N-((2S,3R,4R,5R,6R)-2-ethynyl-4,5-dihydroxy-6-(hydroxymethyl)tetrahydro-2H-pyran-3-yl)acetamide C(#C)[C@@H]1O[C@@H]([C@@H]([C@@H]([C@H]1NC(C)=O)O)O)CO